4-Amino-3-[6-(2-propoxyphenyl)pyridin-3-ylazo]naphthalin NC1=C(C=CC2=CC=CC=C12)N=NC=1C=NC(=CC1)C1=C(C=CC=C1)OCCC